NC1=CC2=NC3=CC=CC=C3OC2=CC1 2-amino-3H-phenoxazin